secbutylcyclohexanamine C(C)(CC)C1(CCCCC1)N